5,6,7,8-tetrahydro-[1,2,3]triazolo[4,5-c]azepin N=1N=NC2=CNCCCC21